gamma-(methacryloyloxy)propyltriethoxysilane (2S,5R)-2-[difluoro(oxetan-3-yl)methyl]-7-oxo-1,6-diazabicyclo[3.2.1]oct-6-yl-hydrogensulfate FC([C@H]1N2C(N([C@H](CC1)C2)OS(=O)(=O)O)=O)(C2COC2)F.C(C(=C)C)(=O)OCCC[Si](OCC)(OCC)OCC